NC=1C=C(C=CC1N)C1=CC(=C(N)C=C1)N 3,3'-Diaminobenzidin